xylylene glycol C=1(C(=CC=CC1)CO)CO